OP(O)(=O)NCCCC[C@@H](OC)NC(C)=O P-hydroxy-P-{[(5R)-5-(acetylamino)-5-methoxypentyl]amino}phosphinic acid